3-chloro-5-{2-[3-[(4-methanesulfonyl-3-methylphenoxy)methyl]piperazin-1-yl]ethyl}benzonitrile ClC=1C=C(C#N)C=C(C1)CCN1CC(NCC1)COC1=CC(=C(C=C1)S(=O)(=O)C)C